[C@H]12[C@H](NC[C@@H]2C1)C(=O)N1CCC(CC1)C(=O)C1=C(N(C2=CN=CC=C21)C2=C(C(=O)N(C(C)C)C(C)C)C=C(C=C2)F)C 2-(3-(1-((1S,2S,5R)-3-Azabicyclo[3.1.0]hexane-2-carbonyl)piperidine-4-carbonyl)-2-methyl-1H-pyrrolo[2,3-c]pyridin-1-yl)-5-fluoro-N,N-diisopropylbenzamide